ClC=1C2=C(N=CN1)NC(C(=C2)C2(CCS(CC2)(=O)=O)C#N)=O 4-(4-chloro-7-oxo-7,8-dihydropyrido[2,3-d]pyrimidin-6-yl)tetrahydro-2H-thiopyran-4-carbonitrile 1,1-dioxide